N-methyl-2-[[4-[1-methyl-4-(4-pyridinyl)pyrazol-3-yl]phenoxy]methyl]-N-methylsulfonyl-quinoline-4-carboxamide CN(C(=O)C1=CC(=NC2=CC=CC=C12)COC1=CC=C(C=C1)C1=NN(C=C1C1=CC=NC=C1)C)S(=O)(=O)C